ethyl-2-benzyl-7-methyl-1,3-dioxo-2,3-dihydroimidazo[1,5-a]pyridine C(C)C1C=C(C=C2N1C(N(C2=O)CC2=CC=CC=C2)=O)C